[C@@H]12[C@H]([C@H]([C@@H](CC1)C2)C(=O)[O-])C(=O)[O-] (1R,2R,3S,4S)-bicyclo[2.2.1]heptane-2,3-dicarboxylate